5-(aminomethyl)-1-(1,1-dioxothiolan-3-yl)-N,N-dimethyl-pyrazole-carboxamide NCC1=CC(=NN1C1CS(CC1)(=O)=O)C(=O)N(C)C